(biphenylyl)[(biphenylyl)phenyltriazinyl]Dibenzothiophene C1(=C(C=CC=C1)C1=C(C2=C(SC3=C2C=CC=C3)C=C1)C1=NN=NC(=C1C1=CC=CC=C1)C1=C(C=CC=C1)C1=CC=CC=C1)C1=CC=CC=C1